The molecule is the conjugate base of 2-iminio-3-(7-chloroindol-3-yl)propionate arising from deprotonation of the iminio function. It is a conjugate base of a 2-iminio-3-(7-chloroindol-3-yl)propionate. C1=CC2=C(C(=C1)Cl)NC=C2CC(=N)C(=O)[O-]